IC1=NC=2C(NC=CC2C=C1)=O 2-iodo-1,7-naphthyridin-8(7H)-one